Cl.[N+](=O)([O-])C1=CC=C(ON(C)C(CC)C=2SC=CC2)C=C1 (4-Nitrophenoxy)-1-(thien-2-yl)-N-methylpropylamine hydrochloride